CC1=C(C(=CC(=C1N)SC)SC)N 1-methyl-3,5-bis(methylsulfanyl)-2,6-diaminobenzene